FC(C=1C(=C(C=CC1)[C@@H](C)NC1=NC(=NC=C1OCC1(CCOCC1)OC)C)F)F (R)-N-(1-(3-(Difluoromethyl)-2-fluorophenyl)ethyl)-5-((4-methoxytetrahydro-2H-pyran-4-yl)methoxy)-2-methylpyrimidine-4-Amine